C(#N)C(C)N1C=NC=C(C1=O)C1=CC=C(C=C1)C1(CC1)C1=NN(C2=NC(=NC=C21)C(=O)N)C(C)C (1-(4-(1-(1-cyanoethyl)-6-oxo-1,6-dihydropyrimidin-5-yl)phenyl)cyclopropyl)-1-i-propyl-1H-pyrazolo[3,4-d]pyrimidine-6-carboxamide